(3-chloro-6-(3-oxopropyl)pyrazin-2-yl)piperidine-4-carboxylic acid ethyl ester C(C)OC(=O)C1CCN(CC1)C1=NC(=CN=C1Cl)CCC=O